4-ethyl-1,2-dimethoxybenzene C(C)C1=CC(=C(C=C1)OC)OC